Trifluoromethanesulfonic acid [2-(tert-butoxycarbonylamino)-3-cyano-thieno[2,3-b]pyridin-4-yl] ester C(C)(C)(C)OC(=O)NC1=C(C=2C(=NC=CC2OS(=O)(=O)C(F)(F)F)S1)C#N